4-(benzothien-4-yl)-1-(4-((2-oxo-1,2-dihydroquinolin-7-yl)oxy)butyl)piperazine 1-oxide S1C=CC2=C1C=CC=C2N2CC[N+](CC2)(CCCCOC2=CC=C1C=CC(NC1=C2)=O)[O-]